5-[3-{[1-(Piperidin-4-yl)propan-2-yl]amino}-4-(trifluoromethyl)phenyl]-1,3,4-oxadiazol-2(3H)-one N1CCC(CC1)CC(C)NC=1C=C(C=CC1C(F)(F)F)C1=NNC(O1)=O